N[C@H](CC(=O)O)CC1=C(C=CC(=C1)N(CCCl)CCCl)C (S)-3-amino-4-(5-(bis(2-chloroethyl)amino)-2-methylphenyl)butanoic acid